N-(2,6-dimethylphenyl)-2-p-tolylimidazole CC1=C(C(=CC=C1)C)N1C(=NC=C1)C1=CC=C(C=C1)C